tert-butyl 3-oxo-9-azabicyclo[3.3.1]nonane-9-carboxylate O=C1CC2CCCC(C1)N2C(=O)OC(C)(C)C